O=S1(C[C@@H](C=C1)NC(C1=C(N=C(C=C1)C1CCC(CC1)C(F)(F)F)OC)=O)=O (R)-N-(1,1-dioxido-2,3-dihydrothiophen-3-yl)-2-methoxy-6-(4-(trifluoromethyl)cyclohexyl)nicotinamide